N,N-dimethyl-2-phenylpropan-2-en-1-amine CN(CC(=C)C1=CC=CC=C1)C